ethyl (R)-2-(3-(1-(2-(5-((4,6-difluoro-1H-indol-5-yl)oxy)-2-fluorophenyl)-1H-imidazol-5-yl)ethyl-2,2,2-d3)-2-fluorophenyl)acetate FC1=C2C=CNC2=CC(=C1OC=1C=CC(=C(C1)C=1NC(=CN1)[C@H](C([2H])([2H])[2H])C=1C(=C(C=CC1)CC(=O)OCC)F)F)F